BrC1=CC=C(C=C1)N1CC2(C(C1)(CN(C2)C(=O)[O-])C)C 5-(4-bromophenyl)-3a,6a-dimethylhexahydropyrrolo[3,4-c]pyrrole-2(1H)-carboxylate